FC1=C(C=CC(=C1)B1OC(C(O1)(C)C)(C)C)OC(=O)N1CC2(CC2)CC1 2-Fluoro-4-(4,4,5,5-tetramethyl-1,3,2-dioxaborolan-2-yl)phenyl-5-azaspiro[2.4]heptane-5-carboxylate